CC1=CC2=C(NC(O2)=S)C=C1 6-methyl-1,3-benzoxazole-2-thione